((3R)-1-(1-(2,4-difluorophenyl)-1,2,3,4-tetrahydroisoquinoline-2-carbonyl)pyrrolidin-3-yl)methylcarbamic acid tert-butyl ester C(C)(C)(C)OC(NC[C@@H]1CN(CC1)C(=O)N1C(C2=CC=CC=C2CC1)C1=C(C=C(C=C1)F)F)=O